C1N(CCC2=CC=CC=C12)[C@H]1[C@@H](CN(CC1)C(=O)C1=CC(=NC=N1)NC1N(CC2CC1C2)C(\C(\C)=N/OC)=O)O (Z)-1-(4-((6-((3R,4R)-4-(3,4-dihydroisoquinolin-2(1H)-yl)-3-hydroxypiperidin-1-carbonyl)pyrimidin-4-yl)amino)-3-azabicyclo[3.1.1]hept-3-yl)-2-(methoxyimino)propan-1-one